(3R)-1-(2-hydroxyacetyl)piperidin OCC(=O)N1CCCCC1